C(CCCCC)C(COC(CC(CCCCCCCCC)N(CCCN(C)C)C(=O)OCC1=CC=CC=C1)=O)CCCCCCCC.CN(CCCNC(CC(=O)OCC(CCCCCCCC)CCCCCC)CCCCCCCCC)C 2-hexyldecyl 3-{[3-(dimethylamino)propyl]amino}dodecanoate 2-Hexyldecyl-3-{[(benzyloxy)carbonyl][3-(dimethylamino)propyl]amino}dodecanoate